ClC=1C(=C(C(=CC1)C(F)F)C1=CN=CC(=N1)C(=O)NC=1C=NN(C1)[C@H](C)C=1C(=NC(=NC1)N1C([C@@H]2C[C@@H]2C1)=O)C)F 6-(3-chloro-6-(difluoromethyl)-2-fluorophenyl)-N-(1-((R)-1-(4-methyl-2-((1R,5S)-2-oxo-3-azabicyclo[3.1.0]-hex-3-yl)pyrimidin-5-yl)ethyl)-1H-pyrazol-4-yl)pyrazine-2-carboxamide